C1=CC=CC=2C3=CC=CC=C3C(C12)COC(=O)N([C@@H](C(=O)O)COC1OCCCC1)C (2R)-2-[9H-fluoren-9-ylmethoxycarbonyl(methyl)amino]-3-(oxan-2-yloxy)propanoic acid